N1=NC=CC=2SC3=C(C21)C=CC=C3 diazadibenzothiophene